4,4-dimethylisoxazolidine CC1(CNOC1)C